ClC1=C(C=C2CCN(CC2=C1)C(C(F)(F)F)=O)NC1=NC=C(C(=N1)C1=CC(=CS1)C(=O)OC)C(F)(F)F Methyl 5-(2-((7-chloro-2-(2,2,2-trifluoroacetyl)-1,2,3,4-tetrahydroisoquinolin-6-yl)amino)-5-(trifluoromethyl)pyrimidin-4-yl)thiophene-3-carboxylate